4-Oxo-3-azabicyclo[3.1.0]hexane-1-carboxylic acid [1-phenyl-5-(3-propylphenyl)-1H-pyrazol-3-yl]amide C1(=CC=CC=C1)N1N=C(C=C1C1=CC(=CC=C1)CCC)NC(=O)C12CNC(C2C1)=O